2,6-dibromo-4-chloro-3-fluoroaniline BrC1=C(N)C(=CC(=C1F)Cl)Br